(S)-1-ethyl-N-(3-fluoro-4-((3-((1-hydroxypropan-2-yl)amino)-1H-pyrazolo[3,4-b]pyridin-4-yl)oxy)phenyl)-3-(4-fluorophenyl)-2,4-dioxo-1,2,3,4-tetrahydropyrimidine-5-carboxamide C(C)N1C(N(C(C(=C1)C(=O)NC1=CC(=C(C=C1)OC1=C2C(=NC=C1)NN=C2N[C@H](CO)C)F)=O)C2=CC=C(C=C2)F)=O